(R)-2-((2-amino-1,5-naphthyridin-4-yl)amino)-2-methylhexan-1-ol NC1=NC2=CC=CN=C2C(=C1)N[C@@](CO)(CCCC)C